N-(5-((6-((R)-3-(3,4-dichloro-2-fluorophenyl)isoxazolidine-2-yl)pyrimidine-4-yl)amino)-2-(4-((2S,6R)-2,6-dimethylmorpholino)piperidine-1-yl)-4-methoxyphenyl)acrylamide ClC=1C(=C(C=CC1Cl)[C@@H]1N(OCC1)C1=CC(=NC=N1)NC=1C(=CC(=C(C1)NC(C=C)=O)N1CCC(CC1)N1C[C@@H](O[C@@H](C1)C)C)OC)F